C12CNCC(C1C1=C3CN(C(C3=CC(=C1F)F)=O)C1CNCCC1)C2 3-(4-(3-Azabicyclo[3.1.1]heptane-6-yl)-5,6-difluoro-1-oxoisoindoline-2-yl)piperidine